C1(=CC=CC=C1)C1=C(N[Pd+])C=CC=C1 (2-phenylanilino)palladium(1+)